ClC1=CC=C(CNC2=NC=NC3=CC(=C(C=C23)OC2CCN(CC2)C(C=C)=O)OC)C=C1 1-(4-((4-((4-chlorobenzyl)amino)-7-methoxy-quinazolin-6-yl)oxy)piperidin-1-yl)prop-2-en-1-one